(2R,5S)-5-[2-(4-chloro-3-fluorophenoxy)acetamido]-N-{[1-methyl-5-(trifluoromethyl)-1H-pyrazol-3-yl]methyl}piperidine-2-carboxamide ClC1=C(C=C(OCC(=O)N[C@H]2CC[C@@H](NC2)C(=O)NCC2=NN(C(=C2)C(F)(F)F)C)C=C1)F